4-({3-[2-(4-chloro-3-fluorophenoxy)acetamido]bicyclo[1.1.1]pent-1-yl}amino)quinoline-6-carboxylic acid methyl ester COC(=O)C=1C=C2C(=CC=NC2=CC1)NC12CC(C1)(C2)NC(COC2=CC(=C(C=C2)Cl)F)=O